1-(6-Chloropyridazin-3-yl)-1H-imidazole-4-carboxamide ClC1=CC=C(N=N1)N1C=NC(=C1)C(=O)N